ClC=1C=CC2=C(N=C(O2)C2CC3(CC(C3)NC(=O)C=3OC(=CC3)CCS(N)(=O)=O)C2)C1 N-[6-(5-chloro-1,3-benzoxazol-2-yl)spiro[3.3]heptane-2-yl]-5-(2-sulfamoylethyl)furan-2-carboxamide